(1-(4-(Benzyloxy)Butyl)Piperidine-4,4-Diyl)bis(Ethane-2,1-Diyl) Bis(2-Hexyldecanoate) C(CCCCC)C(C(=O)OCCC1(CCN(CC1)CCCCOCC1=CC=CC=C1)CCOC(C(CCCCCCCC)CCCCCC)=O)CCCCCCCC